C(C)C1=C(C=C(C(=O)OCC)C#N)C=CC=C1 ethyl 2-ethyl-α-cyanocinnamate